(S,E)-tert-butyl-4-(2,4-difluorophenoxy)-2-((3-(7-(dimethylamino)-2-((methoxycarbonyl)amino)-7-oxohept-5-enamido)-2-oxopyridin-1(2H)-yl)methyl)-1H-benzo[d]imidazole-1-carboxylate C(C)(C)(C)OC(=O)N1C(=NC2=C1C=CC=C2OC2=C(C=C(C=C2)F)F)CN2C(C(=CC=C2)NC([C@H](CC\C=C\C(=O)N(C)C)NC(=O)OC)=O)=O